FC(C1=CC=C(C=C1)[C@@H]1C[C@@H](CC1)N1CC2(CS(C2)(=O)=O)CC1)(F)F 6-((1R,3S)-3-(4-(trifluoromethyl)phenyl)cyclopentyl)-2-thia-6-azaspiro[3.4]octane 2,2-dioxide